C12(CC(C1)C2)N2C[C@H](N(S(C1=C2C=C(C(=C1)OC)Br)(=O)=O)COCC[Si](C)(C)C)C1CCCCC1 (R)-5-(bicyclo[1.1.1]pentan-1-yl)-7-bromo-3-cyclohexyl-8-methoxy-2-((2-(trimethylsilyl)ethoxy)methyl)-2,3,4,5-tetrahydrobenzo[f][1,2,5]thiadiazepine 1,1-dioxide